C(C1=CC=CC=C1)NCCC1=C(C=CC=C1)I N-benzyl-2-(2-iodophenyl)ethylamine